CCC(O)(C)C(C)(C)O methyl-pinacol